2,7-bis[N,N-di(4-methoxyphenyl)amino]-9,9-spirobifluorene COC1=CC=C(C=C1)N(C1=CC=C(C=C1)OC)C1=CC=2C3(C4=CC(=CC=C4C2C=C1)N(C1=CC=C(C=C1)OC)C1=CC=C(C=C1)OC)C1=CC=CC=C1C=1C=CC=CC13